lead silver tin [Sn].[Ag].[Pb]